(N,N-dimethylamino)phenethyl phenylacetate C1(=CC=CC=C1)CC(=O)OC(CC1=CC=CC=C1)N(C)C